1-Methyl-1H-[1,2,3]triazole-4-carboxylic acid [4-methoxy-7-(tetrahydro-pyran-4-yl)-thiazolo[4,5-c]pyridin-2-yl]-amide COC1=NC=C(C2=C1N=C(S2)NC(=O)C=2N=NN(C2)C)C2CCOCC2